((2s,3R,4s,5S)-perfluorocubane-1-yl)methanol FC12C3(C4(C2(C2(C1(C3(C42F)F)F)F)F)F)CO